N-((S)-1-amino-3-((tert-butyldimethylsilyl)oxy)-2-methyl-1-oxopropan-2-yl)-5-(fluoro(phenyl)methyl)-2-methylbenzofuran-3-carboxamide NC([C@@](CO[Si](C)(C)C(C)(C)C)(C)NC(=O)C1=C(OC2=C1C=C(C=C2)C(C2=CC=CC=C2)F)C)=O